FC=1C=C(C#N)C=C(C1)OC=1C=CC2=C(C(N(S2(=O)=O)C(C)C)=O)C1C 3-fluoro-5-((2-isopropyl-4-methyl-1,1-dioxido-3-oxo-2,3-dihydrobenzo[d]isothiazol-5-yl)oxy)benzonitrile